3-(5-amino-2-((2,6-difluorophenyl)(hydroxy)methyl)-[1,2,4]triazolo[1,5-c]pyrimidin-7-yl)benzonitrile NC1=NC(=CC=2N1N=C(N2)C(O)C2=C(C=CC=C2F)F)C=2C=C(C#N)C=CC2